1,8-diazabicyclo[5.4.0]undec-7-ene iodonium salt [IH2+].N12CCCCCC2=NCCC1